ClC1=CC=C(C(=N1)C(=O)O)N[C@H](C)C1=C2N=C(C(=NC2=CC(=C1)F)C#N)N1CCC(CC1)(F)F (R)-6-chloro-3-((1-(2-cyano-3-(4,4-difluoropiperidin-1-yl)-7-fluoroquinoxalin-5-yl)ethyl)amino)picolinic acid